3-Hydroxypropyl-acrylat OCCCOC(C=C)=O